C1(CCCCC1)NC1=N\C(\C(N1C)=O)=C/C1=CC2=C(N=CN2C)C=C1 (5Z)-2-(Cyclohexylamino)-3-methyl-5-[(3-methylbenzimidazol-5-yl)methylene]imidazol-4-one